ClC=1C=CC(=C(C1)B(O)O)N1N=NC(=C1)Cl 5-chloro-2-(4-chloro-1H-1,2,3-triazol-1-yl)phenylboronic acid